6-(((S)-4-acetyl-2-isopropylpiperazin-1-yl)methyl)-2-(3-(3-((S)-fluoro(4-methyl-4H-1,2,4-triazol-3-yl)methyl)oxetan-3-yl)phenyl)-4-(trifluoromethyl)isoindolin-1-one C(C)(=O)N1C[C@@H](N(CC1)CC1=CC(=C2CN(C(C2=C1)=O)C1=CC(=CC=C1)C1(COC1)[C@@H](C1=NN=CN1C)F)C(F)(F)F)C(C)C